5-[(1S,3R)-3-[(6-isopropylpyridazin-3-yl)oxy]cyclopentyl]-1H-pyrazol-3-amine C(C)(C)C1=CC=C(N=N1)O[C@H]1C[C@H](CC1)C1=CC(=NN1)N